C(C)(=O)OCCCCC\C=C\CCC\C=C/CCCC (E,Z)-6,11-hexadecadienyl acetate